C=C=CCCCC=CCCC=CC methylidenedodeca-1,6,10-triene